C1(=CC=CC=C1)C#CC=1C(=NC=CN1)C#N 3-(phenylethynyl)pyrazine-2-carbonitrile